OC1=CC=C(C=C1)CC(=O)O 4-hydroxyphenylacetic acid